Pseudocumen C=1(C)C(C)=CC(C)=CC1